C[Si](O)C dimethyl-hydroxy-silicon